[Sb].[Bi].OC1=C(C=C(C=C1C(C)CC)C(C)(C)C)N1N=C2C(=N1)C=CC=C2 2-(2'-hydroxy-3'-sec-butyl-5'-tert-butylphenyl)benzotriazole Bismuth antimony